BrCC=1C=NC=C(C1)OC 3-(bromomethyl)-5-methoxypyridine